N-{4-chloro-2-[(1E)-2-(hydroxycarbamoyl)eth-1-en-1-yl]phenyl}-2-(4-methoxyphenoxy)benzamide ClC1=CC(=C(C=C1)NC(C1=C(C=CC=C1)OC1=CC=C(C=C1)OC)=O)\C=C\C(NO)=O